(Z)-N-[2-[3-chloro-5-(cyclopropylethynyl)pyridin-2-yl]-2-(isopropoxy-oximino)ethyl]-3-(difluoromethyl)-1-methyl-1H-pyrazole-4-carboxamide ClC=1C(=NC=C(C1)C#CC1CC1)\C(\CNC(=O)C=1C(=NN(C1)C)C(F)F)=N/OOC(C)C